tert-butyl (2R,3S,4S,5R)-3-(3,4-difluoro-2-formylphenyl)-4,5-dimethyl-5-(trifluoromethyl)tetrahydrofuran-2-carboxylate FC=1C(=C(C=CC1F)[C@H]1[C@@H](O[C@]([C@H]1C)(C(F)(F)F)C)C(=O)OC(C)(C)C)C=O